OC(=O)C(F)(F)F.C(C)OC1=NC(=NC=C1C(=O)NC=1C=C(C=2N(C1)C=C(N2)C)F)N2CC(NCC2)CC 4-ethoxy-2-(3-ethylpiperazin-1-yl)-N-(8-fluoro-2-methylimidazo[1,2-a]pyridin-6-yl)pyrimidine-5-carboxamide TFA salt